C(#N)C12CC(C1)(C2)CN2N=CC(=N2)C(=O)O 2-((3-cyanobicyclo[1.1.1]pentan-1-yl)methyl)-2H-1,2,3-triazole-4-carboxylic acid